N1(N(CC=CC1)C(=O)OCC)C(=O)OCC diethyl 1,2,3,6-tetrahydropyridazine-1,2-dicarboxylate